4-Hydroxy-4-(hydroxymethyl)-5-(4-methoxyphenyl)cyclopent-2-en-1-one OC1(C=CC(C1C1=CC=C(C=C1)OC)=O)CO